N-((3R,5S)-5-((2H-1,2,3-Triazol-2-yl)methyl)pyrrolidin-3-yl)-5-(2-cyclopropyl-5-(trifluoromethoxy)phenyl)-1,3,4-oxadiazole-2-carboxamide TFA salt OC(=O)C(F)(F)F.N=1N(N=CC1)C[C@@H]1C[C@H](CN1)NC(=O)C=1OC(=NN1)C1=C(C=CC(=C1)OC(F)(F)F)C1CC1